(S)-1-(((R)-1,4-dioxan-2-yl)methyl)-6-chloro-2,3,4,9-tetrahydro-1H-pyrido[3,4-b]indole O1[C@@H](COCC1)C[C@@H]1NCCC2=C1NC1=CC=C(C=C21)Cl